benzo[b]naphtho[1,2-d]furan-5-sulfonic acid C1=CC=CC=2C(=CC3=C(C4=C(O3)C=CC=C4)C12)S(=O)(=O)O